O[C@@H](CNCCCCCCOCCCCC=1C=C(C=C(C1)C)NC(=O)N)C1=CC(=C(C=C1)O)CO [3-(4-{6-[(2R)-2-hydroxy-2-(4-hydroxy-3-hydroxymethyl-phenyl)-ethylamino]-hexyloxy}-butyl)-5-methyl-phenyl]-urea